S1C(=CC=C1)C(=O)C1CC(CC1)CNC(OC(C)(C)C)=O tert-butyl N-[[3-(Thiophene-2-carbonyl)Cyclopentyl]Methyl]carbamate